OC(CCCCCCCCCCCCCCC(=O)O)CC=CCC=CCC 16-Hydroxy-tetracosa-18,21-dienoic acid